C(N)(=N)C=1C=C(SC1)CNC(=O)[C@H]1N([C@H]2C[C@]2(C1)C)C(CNC(CCCOC1=CC=CC=C1)=O)=O (1S,3S,5S)-N-((4-carbamimidoylthiophen-2-yl)methyl)-5-methyl-2-((4-phenoxybutanoyl)glycyl)-2-azabicyclo[3.1.0]hexane-3-carboxamide